(±)-2-[4-[3-[(4-chloro-5-methoxy-1-methyl-indole-2-carbonyl)amino]-oxetan-3-yl]phenyl]-2-cyclopentyl-acetic acid ClC1=C2C=C(N(C2=CC=C1OC)C)C(=O)NC1(COC1)C1=CC=C(C=C1)[C@H](C(=O)O)C1CCCC1 |r|